[N+](=O)([O-])C1=NC=C(C=C1)O[C@@H]1CNCCC1 (S)-2-nitro-5-(hexahydropyridin-3-yloxy)pyridine